ClC=1C(=NC(=NC1)NC1=C(C=C(C(=C1)C)C1CCNCC1)OC)NC1=C(C=CC=C1)S(=O)(=O)C(C)C 5-chloro-N4-(2-(isopropylsulfonyl)phenyl)-N2-(2-methoxy-5-methyl-4-(piperidin-4-yl)phenyl)pyrimidine-2,4-diamine